(1-(tert-butyl)-3-(4-chloro-3-fluorophenyl)-1H-pyrrolo[2,3-b]pyridin-6-yl)(2-oxa-6-azaspiro[3.3]heptan-6-yl)methanone C(C)(C)(C)N1C=C(C=2C1=NC(=CC2)C(=O)N2CC1(COC1)C2)C2=CC(=C(C=C2)Cl)F